BrC=1C=C(C=2N(C1)C=C(N2)C(=O)N2C[C@H]([C@@]1(CC2)NCC2=CC=CC=C2C1)O)[C@H](C)OC (6-Bromo-8-((S)-1-methoxyethyl)imidazo[1,2-a]pyridin-2-yl)((3R,3'R)-3'-hydroxy-1,4-dihydro-2H-spiro[isochinolin-3,4'-piperidin]-1'-yl)methanon